4-[4-[4-[(tert-butoxycarbonylamino)methyl]-3-methyl-phenyl]pyrrolo[2,1-f][1,2,4]triazin-6-yl]butyl methanesulfonate CS(=O)(=O)OCCCCC=1C=C2C(=NC=NN2C1)C1=CC(=C(C=C1)CNC(=O)OC(C)(C)C)C